C1=CC=CC=2C3=CC=CC=C3C(C12)COC(=O)N[C@@H](CC(=O)O)COCCC(C)C (3S)-3-(9H-fluoren-9-ylmethoxycarbonylamino)-4-(3-methylbutoxy)butyric acid